DIETHYL VINYLPHOSPHONATE C(=C)P(OCC)(OCC)=O